6-(4-methylpiperazin-1-yl)-5-(2-((tetrahydro-2H-pyran-2-yl)oxy)ethoxy)pyridin-3-amine CN1CCN(CC1)C1=C(C=C(C=N1)N)OCCOC1OCCCC1